C1(O)=CC=C(O)C=C1.[Zn] zinc compound with hydroquinone